ClC1=C(C=NC(=C1F)Cl)C(=O)O 4,6-dichloro-5-fluoro-pyridine-3-carboxylic acid